(S)-(1-(4-chloropyridin-2-yl)but-3-en-1-yl)carbamic acid tert-butyl ester C(C)(C)(C)OC(N[C@@H](CC=C)C1=NC=CC(=C1)Cl)=O